The molecule is an N-hexadecanoylphosphatidylethanolamine(1-) in which the acyl groups at positions 1 and 2 are both specified as heptadecanoyl. It derives from a hexadecanoate and a margarate. It is a conjugate base of a N-hexadecanoyl-1,2-diheptadecanoyl-sn-glycero-3-phosphoethanolamine. CCCCCCCCCCCCCCCCC(=O)OC[C@H](COP(=O)([O-])OCCNC(=O)CCCCCCCCCCCCCCC)OC(=O)CCCCCCCCCCCCCCCC